C(C(C)C)N1N=C(C=C1B1OC(C(O1)(C)C)(C)C)C(F)(F)F 1-isobutyl-5-(4,4,5,5-tetramethyl-1,3,2-dioxaborolan-2-yl)-3-(trifluoromethyl)-1H-pyrazole